CCOC1=C(C=CC(=C1)C(CS(=O)(=O)C)N2C(=O)C3=C(C2=O)C(=CC=C3)NC(=O)C)OC (+)-2-[1-(3-Ethoxy-4-methoxyphenyl)-2-methylsulfonylethyl]-4-acetylaminoisoindoline-1,3-dione